Cl.CN1C=CC2=C(C=CC(=C12)N1CCNCC1)N1C(NC(CC1)=O)=O 1-(1-methyl-7-(piperazin-1-yl)-1H-indol-4-yl)dihydropyrimidine-2,4(1H,3H)-dione hydrochloride